C1(=CC=CC=C1)SC1=C(C=CC=C1)OC1=CC=CC=C1 (2-Phenoxyphenyl) phenyl thioether